O1COC2=C1C=CC(=C2)C=2C=C1C(=NC2)N(N=C1NC(=O)C1C(C1)(C)C)CC(C)C N-(5-(benzo[d][1,3]dioxol-5-yl)-1-isobutyl-1H-pyrazolo[3,4-b]pyridin-3-yl)-2,2-dimethylcyclopropane-1-carboxamide